N1CCC12CCN(CC2)C2=C1C=CC(=NC1=C(C=C2)C(=O)NC=2C=C(C=1N(C2)C=C(N1)C)F)C 5-{1,7-diazaspiro[3.5]nonan-7-yl}-N-{8-fluoro-2-methylimidazo[1,2-a]pyridin-6-yl}-2-methylquinoline-8-carboxamide